Pentyl 9-((2-hydroxyethyl)(5-oxo-5-(pentadecan-8-yloxy)pentyl)amino)nonanoate OCCN(CCCCCCCCC(=O)OCCCCC)CCCCC(OC(CCCCCCC)CCCCCCC)=O